N-{4-[2-(4-{3-[5-tert-Butyl-2-(4-fluoro-phenyl)-2H-pyrazol-3-yl]-ureido}-3-fluoro-phenyl)-ethyl]-pyridin-2-yl}-acetamide C(C)(C)(C)C=1C=C(N(N1)C1=CC=C(C=C1)F)NC(NC1=C(C=C(C=C1)CCC1=CC(=NC=C1)NC(C)=O)F)=O